2-(3-bromo-2-(trifluoromethyl)phenoxy)-7-azaspiro[3.5]nonane BrC=1C(=C(OC2CC3(C2)CCNCC3)C=CC1)C(F)(F)F